BrCC1=C(C=CC=C1Cl)Cl 1-(bromomethyl)-2,6-dichlorobenzene